ClC1=CC2=C(N=C(S2)SSC=2SC3=C(N2)C=CC(=C3)Cl)C=C1 di(6-chlorobenzothiazolyl)disulfide